C(C)S(=O)(=O)C=1C=C(C=NC1C=1C=C2C(=CN1)N(N=C2)CC(C(F)(F)F)(F)F)NC 5-ethylsulfonyl-N-methyl-6-[1-(2,2,3,3,3-pentafluoropropyl)pyrazolo[3,4-c]pyridin-5-yl]pyridin-3-amine